BrC=1C=CC2=C(CS(N2C)(=O)=O)C1 5-bromo-1-methyl-2,3-dihydro-1H-2λ6,1-benzisothiazole-2,2-dione